4-(azidomethyl)-N-(3-cyano-4-methyl-1H-indol-7-yl)benzene-1-sulfonamide N(=[N+]=[N-])CC1=CC=C(C=C1)S(=O)(=O)NC=1C=CC(=C2C(=CNC12)C#N)C